FC(F)(F)C1=C(C=CC=C1)C1=CC(=CC=C1)C1=CC=CC=C1 (trifluoromethyl)-[1,1':3',1''-terphenyl]